BrC=1SC2=C3C(CCCOC13)=C(NC2=O)COC2CCC2 1-bromo-5-(cyclobutoxymethyl)-4,6,7,8-tetrahydro-3H-9-oxa-2-thia-4-azabenzo[cd]azulen-3-one